ClC=1C=CC(=C(C1)N1CON(CO1)C(C(=O)OC(C)(C)C)CCOC(C)C)N1N=NC(=C1)Cl tert-butyl 2-(4-(5-chloro-2-(4-chloro-1H-1,2,3-triazol-1-yl) phenyl)-2,5-dioxapiperazin-1-yl)-4-isopropoxybutyrate